5-({1-[(7-ethyl-6-oxo-5H-1,5-naphthyridin-3-yl)methyl]-3-methylazetidin-3-yl}oxy)-N-methylpyridine-2-carboxamide C(C)C=1C(NC=2C=C(C=NC2C1)CN1CC(C1)(C)OC=1C=CC(=NC1)C(=O)NC)=O